2-(5-(1-((1R,2R,3R,5R)-2-fluoro-8-azabicyclo[3.2.1]oct-6-en-3-yl)vinyl)-1,3,4-thiadiazol-2-yl)-5-(4-methyl-2H-1,2,3-triazol-2-yl)phenol F[C@H]1[C@H]2C=C[C@@H](C[C@@H]1C(=C)C1=NN=C(S1)C1=C(C=C(C=C1)N1N=CC(=N1)C)O)N2